2'-chloro-6-(dimethylamino)-5'-methoxy-N-(5-methoxy-1,3,4-thiadiazol-2-yl)-[3,4'-bipyridine]-4-carboxamide ClC1=NC=C(C(=C1)C=1C=NC(=CC1C(=O)NC=1SC(=NN1)OC)N(C)C)OC